CC=1NC2=CC=CC(=C2C1)C 2,4-dimethylindole